ClCC[C@@H](O)C1=CC=CC=C1 (R)-3-chloro-1-phenylpropanol